1-(5-(3-cyano-6-(1-methyl-1H-pyrazol-4-yl)pyrazolo[1,5-a]pyridin-4-yl)pyridin-2-yl)-4-methylpiperidine-4-carboxylic acid methyl ester COC(=O)C1(CCN(CC1)C1=NC=C(C=C1)C=1C=2N(C=C(C1)C=1C=NN(C1)C)N=CC2C#N)C